2-[[7-bromo-5-(2,2-dimethylpropylsulfonyl)indol-1-yl]methoxy]ethyl-trimethyl-silane BrC=1C=C(C=C2C=CN(C12)COCC[Si](C)(C)C)S(=O)(=O)CC(C)(C)C